N-(3-Chloro-1H-indol-7-yl)-1-[(1-cyanocyclopropyl)methyl]pyrazol-4-sulfonamid ClC1=CNC2=C(C=CC=C12)NS(=O)(=O)C=1C=NN(C1)CC1(CC1)C#N